1-(Naphthalen-2-yl)spiro[3.4]octane-2-carbonitrile C1=C(C=CC2=CC=CC=C12)C1C(CC12CCCC2)C#N